6-nitro-pyridin-4-yl triflate O(S(=O)(=O)C(F)(F)F)C1=CC=NC(=C1)[N+](=O)[O-]